BrC1=CC=C(OC=2OC3=C(N2)C=CC=C3)C=C1 2-(4-bromophenoxy)benzo[d]oxazole